1-(2-(1-(cyanomethyl)-1H-imidazo[1,2-b]pyrazole-7-carbonyl)-2-azaspiro[3.3]heptan-6-yl)-3-(3-(trifluoromethyl)phenyl)urea C(#N)CN1C=CN2N=CC(=C21)C(=O)N2CC1(C2)CC(C1)NC(=O)NC1=CC(=CC=C1)C(F)(F)F